BrC=1C=C(C=C(C1)C(=O)OC)B1OC(C)(C)C(C)(C)O1 3-bromo-5-(methoxycarbonyl)phenylboronic acid pinacol ester